FC1=C(CC2(N=C(C=3C(=N2)N(NC3)C3CCNCC3)NC3=NNC(=C3)C(C)(C)C)N)C=CC(=C1)F 6-(2,4-difluorobenzyl)-N4-(5-tert-butyl-1H-pyrazol-3-yl)-1-(piperidin-4-yl)-1H-pyrazolo[3,4-d]Pyrimidine-4,6-diamine